5-(2-methylaminopropyl)benzofuran CNC(CC=1C=CC2=C(C=CO2)C1)C